(4-benzhydrylpiperazin-1-yl)(pyridin-2-yl)methanone C(C1=CC=CC=C1)(C1=CC=CC=C1)N1CCN(CC1)C(=O)C1=NC=CC=C1